(E)-7-methoxy-2,2-dimethyl-2,3-dihydro-5-benzofuranyl-glyoxime COC1=CC(=CC=2CC(OC21)(C)C)/C(=N\O)/C=NO